2-(4-(5-chloro-2-(4-chloro-1H-1,2,3-triazol-1-yl)phenyl)-2,5-dioxapiperazin-1-yl)-3-(4-chlorophenyl)propionic acid tert-butyl ester C(C)(C)(C)OC(C(CC1=CC=C(C=C1)Cl)N1OCN(OC1)C1=C(C=CC(=C1)Cl)N1N=NC(=C1)Cl)=O